benzyl-2-(7-fluoronaphthalen-1-yl)ethan-1-amine C(C1=CC=CC=C1)C(CC1=CC=CC2=CC=C(C=C12)F)N